ethyl (2R)-2-[5-bromo-6-(4-fluoro-3-tetrahydropyran-2-yloxy-phenyl)thieno[2,3-d]pyrimidin-4-yl]oxy-3-[2-[[2-(2-methoxyphenyl)pyrimidin-4-yl]methoxy]phenyl]propanoate BrC1=C(SC=2N=CN=C(C21)O[C@@H](C(=O)OCC)CC2=C(C=CC=C2)OCC2=NC(=NC=C2)C2=C(C=CC=C2)OC)C2=CC(=C(C=C2)F)OC2OCCCC2